FC1=C(C(=O)N2C3C(CC(C2)C(=O)NC=2C=C4C=NN(C4=CC2)CC2=CC=NC=C2)CCC3)C(=CC=C1)C 1-(2-fluoro-6-methyl-benzoyl)-N-[1-(4-pyridylmethyl)indazol-5-yl]-2,3,4,4a,5,6,7,7a-octahydrocyclopenta-[b]pyridine-3-carboxamide